(2S,4R)-N-((4-carbamimidoylthiophen-2-yl)methyl)-4-methoxy-1-((4-phenoxybutanoyl)glycyl)pyrrolidine-2-carboxamide C(N)(=N)C=1C=C(SC1)CNC(=O)[C@H]1N(C[C@@H](C1)OC)C(CNC(CCCOC1=CC=CC=C1)=O)=O